6-chloro-4-{4-[(3-chlorophenyl)methyl]piperazin-1-yl}-1-methyl-2-oxo-1,2-dihydro-1,5-naphthyridine-3-carbonitrile ClC=1N=C2C(=C(C(N(C2=CC1)C)=O)C#N)N1CCN(CC1)CC1=CC(=CC=C1)Cl